4-(4,4,5,5-Tetramethyl-1,3,2-Dioxaborolan-2-yl)-3-(Trifluoromethyl)Pyrazol CC1(OB(OC1(C)C)C=1C(=NNC1)C(F)(F)F)C